C(#N)C1=CC=C(C=N1)CNC(=O)C=1C(=C2C=CC(=NC2=CN1)N1C[C@H](CC1)C(=O)OC)O methyl (s)-1-(6-(((6-cyanopyridin-3-yl)methyl)carbamoyl)-5-hydroxy-1,7-naphthyridin-2-yl)pyrrolidine-3-carboxylate